C1(CCCC1)NC1=NC(=CC=C1NC(C)CC)C=1C=NC=NC1 N2-cyclopentyl-6-pyrimidin-5-yl-N3-sec-butyl-pyridine-2,3-diamine